F[C@@H]1C[C@]2(C[C@@H](C[C@@]1(N2C)C)N(C2=CC=C(N=N2)C2=C(C=C(C=C2)N2C=NC=C2)O)C)[2H] 2-(6-(((1S,3S,5R,7R)-7-fluoro-1,8-dimethyl-8-azabicyclo[3.2.1]octan-3-yl-5-d)(methyl)amino)pyridazin-3-yl)-5-(1H-imidazol-1-yl)phenol